C(C)OC(NC1=C(C=C(C=C1)NCC=1SC=C(C1)Br)N)=O {2-Amino-4-[(4-bromo-thiophen-2-ylmethyl)-amino]-phenyl}-carbamic acid ethyl ester